N-methyl-3-(1-methyl-1H-imidazol-4-yl)-4-((4-(pentafluoro-λ6-sulfanyl)phenyl)amino)benzenesulfonate CN(C1=C(C=C(C=C1)S(=O)(=O)[O-])C=1N=CN(C1)C)C1=CC=C(C=C1)S(F)(F)(F)(F)F